N1=CC=C2N1C=C(C=C2)C(C)=O 1-pyrazolo[1,5-a]pyridin-6-ylethanone